COC1=C(CCN)C=C(C(=C1)OC(C)C)OC 2,5-dimethoxy-4-i-propoxyphenethylamine